N-(7-((2-(2,6-dioxopiperidin-3-yl)-1,3-dioxoisoindolin-4-yl)oxy)heptyl)-3-methoxybenzamide O=C1NC(CCC1N1C(C2=CC=CC(=C2C1=O)OCCCCCCCNC(C1=CC(=CC=C1)OC)=O)=O)=O